C(C)(C)N1N=CC(=C1)C1=CC(=NC=C1)N(C(=O)[C@@H]1CC[C@H](CC1)NC(OC(C)C)=O)CC12CCC(CC1)(CC2)C2=CC(=C(C=C2)OC)C (trans)-Isopropyl (4-((4-(1-isopropyl-1H-pyrazol-4-yl)pyridin-2-yl)((4-(4-methoxy-3-methylphenyl)bicyclo[2.2.2]octan-1-yl)methyl)carbamoyl)cyclohexyl)carbamate